dioctadecyl-methylammonium tetrakis(3,5-di(trifluoromethyl)phenyl)borate FC(C=1C=C(C=C(C1)C(F)(F)F)[B-](C1=CC(=CC(=C1)C(F)(F)F)C(F)(F)F)(C1=CC(=CC(=C1)C(F)(F)F)C(F)(F)F)C1=CC(=CC(=C1)C(F)(F)F)C(F)(F)F)(F)F.C(CCCCCCCCCCCCCCCCC)[NH+](C)CCCCCCCCCCCCCCCCCC